COC1=CC=C(C=C1)C(OC[C@@H]1C([C@H]([C@@H](O1)N1C(N=C(C=C1)NC(C)=O)=O)F)O)(C1=CC=CC=C1)C1=CC=C(C=C1)OC N-[1-[(2R,3R,5R)-5-[[bis(4-methoxyphenyl)-phenyl-methoxy]methyl]-3-fluoro-4-hydroxy-tetrahydrofuran-2-yl]-2-oxo-pyrimidin-4-yl]acetamide